NC1=C(C(=NN1C1CCCC1)C1=CC(=C(C=C1)CNC(C1=C(C=CC(=C1)F)OC)=O)F)C#N N-[[4-(5-amino-4-cyano-1-cyclopentyl-pyrazol-3-yl)-2-fluoro-phenyl]methyl]-5-fluoro-2-methoxy-benzamide